tert-butyl-2,2-di(tert-butylperoxy)butane C(C)(C)(C)CC(CC)(OOC(C)(C)C)OOC(C)(C)C